C1(CC1)C1=CN(C=2N=CN=C(C21)N2C[C@H](N(C[C@@H]2C)C(=O)C2=NC=CC=C2)C)C2=CC(=CC=C2)F ((2R,5S)-4-(5-cyclopropyl-7-(3-fluorophenyl)-7H-pyrrolo[2,3-d]pyrimidin-4-yl)-2,5-dimethylpiperazin-1-yl)(pyridin-2-yl)methanone